FC1=CC=C(C=C1)C=1C=C2C(=NC=NC2=C(C1)OC)NCC=1N=NNN1 6-(4-fluorophenyl)-8-methoxy-N-(2H-tetrazol-5-ylmethyl)quinazolin-4-amine